ClC1=CC=C(OC2=CC(=C(C=C2)C(CN2N=CN=C2)(CC)O)C(F)(F)F)C=C1 2-[4-(4-Chlorophenoxy)-2-(trifluoromethyl)phenyl]-1-(1H-1,2,4-triazol-1-yl)butan-2-ol